2-((3,5-difluoropyridin-2-yl)methyl)-3-propylnaphthalene-1,4-dione FC=1C(=NC=C(C1)F)CC=1C(C2=CC=CC=C2C(C1CCC)=O)=O